1-(1-hydroxy-1H-pyrazol-4-yl)-3-(4-methoxystyryl)-2,3-dihydroquinazolin-4(1H)-one ON1N=CC(=C1)N1CN(C(C2=CC=CC=C12)=O)C=CC1=CC=C(C=C1)OC